2-methyl-2,3-dihydrobenzofuran-5-sulfonyl chloride CC1OC2=C(C1)C=C(C=C2)S(=O)(=O)Cl